OC1(CCN(CC1)C(C[C@@H](C)C1=CC=CC=C1)=O)CC=1C(NC(=NC1)C1=CC=CC=C1)=O (R)-5-((4-hydroxy-1-(3-phenylbutyryl)piperidin-4-yl)methyl)-2-phenylpyrimidin-4(3H)-one